O=C[C@H]1[C@H](O)[C@H](O)[C@H](O1)CO 2,5-anhydro-D-allose